tert-butyl N-[(1R)-1-(hydroxymethyl)-2-spiro[3.3]heptan-2-yl-ethyl]carbamate OC[C@@H](CC1CC2(C1)CCC2)NC(OC(C)(C)C)=O